hexadecyl-docosyl alcohol C(CCCCCCCCCCCCCCC)C(CCCCCCCCCCCCCCCCCCCCC)O